C(C(=C)C)(=O)OC1C(CCC1C)C 2,5-dimethyl-1-cyclopentyl methacrylate